BrC1=NN(C=C1)C1=CC(=C2C(=N1)NC=N2)N2CCOCC2 4-(5-(3-bromo-1H-pyrazol-1-yl)-3H-imidazo[4,5-b]pyridin-7-yl)morpholine